(3R)-3-[9H-fluorene-9-ylmethoxycarbonyl-(methyl)amino]butanoic acid C1=CC=CC=2C3=CC=CC=C3C(C12)COC(=O)N([C@@H](CC(=O)O)C)C